NC1=NC=C(C=N1)C1=CC=2C3=C(C=NC2C=C1)N(CC31CC1)C 8'-(2-Aminopyrimidin-5-yl)-3'-methylspiro[cyclopropane-1,1'-pyrrolo[2,3-c]quinolin]